4-(4-fluorobenzyl)-N-(pyrrolidin-3-yl)-3,4-dihydroquinoxaline-1(2H)-carboxamide FC1=CC=C(CN2CCN(C3=CC=CC=C23)C(=O)NC2CNCC2)C=C1